FC(C(=O)O)(F)F.ClC=1C=CC(=NC1)COC1=CC=CC(=N1)NC1CCNCC1 6-((5-chloropyridin-2-yl)methoxy)-N-(piperidin-4-yl)pyridin-2-amine trifluoroacetate